C(#C)C=1C=CC(=NC1)CN1CCN(CC1)C1=C(C=C(C#N)C=C1)F 4-(4-((5-ethynylpyridin-2-yl)methyl)piperazin-1-yl)-3-fluorobenzonitrile